5-(2-((2,3-dihydro-1H-Inden-2-yl)amino)pyrimidin-5-yl)-1,3,4-oxadiazole-2(3H)-on C1C(CC2=CC=CC=C12)NC1=NC=C(C=N1)C1=NNC(O1)=O